OCC(C)(C)N1N=CC(=C1)C=1C=CC2=C(N(C(CC(=C2)C=2OC(=CN2)C)=O)CC2=CC=C(C=C2)OC)C1 8-(1-(1-hydroxy-2-methylpropan-2-yl)-1H-pyrazol-4-yl)-1-(4-methoxybenzyl)-4-(5-methyloxazol-2-yl)-1,3-dihydro-2H-benzo[b]azepin-2-one